5-(4-fluorophenyl)-2-(((2-(4-(2-hydroxyethyl)piperazin-1-yl)ethyl)amino)methylene)cyclohexane FC1=CC=C(C=C1)C1CCC(CC1)=CNCCN1CCN(CC1)CCO